tert-butyl (E)-(4-(5-carbamoyl-2-(1-ethyl-3-methyl-1H-pyrazole-5-carboxamido)-1H-benzo[d]imidazol-1-yl)but-2-en-1-yl)carbamate C(N)(=O)C1=CC2=C(N(C(=N2)NC(=O)C2=CC(=NN2CC)C)C/C=C/CNC(OC(C)(C)C)=O)C=C1